OCC(CC(=O)O)[C@@H](C)[C@H]1CC[C@H]2[C@@H]3CCC4CCCC[C@]4(C)[C@H]3CC[C@]12C 22-hydroxymethyl-cholanic acid